1-ethyl-3-(1-((4-(2-methyl-6-(1H-pyrazol-1-yl)pyridin-3-yl)piperazin-1-yl)methyl)-1H-imidazol-4-yl)urea C(C)NC(=O)NC=1N=CN(C1)CN1CCN(CC1)C=1C(=NC(=CC1)N1N=CC=C1)C